CC1CNCCO1 2-methylmorpholin